2-(5-bromomethyl-2-pyridyl)isoindoline-1,3-dione BrCC=1C=CC(=NC1)N1C(C2=CC=CC=C2C1=O)=O